ClC1=C(O[C@@H](C(=O)OC)C)C=CC=C1C=O methyl (R)-2-(2-chloro-3-formylphenoxy)propanoate